ClC1=C(C(=C(C(=C1C)/C=N/OC)O)C\C=C(\C=C\[C@@]1([C@H](/C(/CC[C@H]1C)=N/O)C)C)/C)OCF 4-chloro-3-(fluoromethoxy)-2-[(2E,4E)-5-[(1R,2R,3E,6R)-3-(hydroxyimino)-1,2,6-trimethylcyclohexyl]-3-methylpent-2,4-dien-1-yl]-6-[(1E)-(methoxyimino)methyl]-5-methylphenol